bis(isopropylcyclopentadienyl)ruthenium(II) C(C)(C)C1(C=CC=C1)[Ru]C1(C=CC=C1)C(C)C